COC=1C=C(C=CC1)C(C(=O)O)CC(C(=O)O)C1=CC=CC=C1 2-(3-methoxyphenyl)-4-phenylpentanedioic acid